4-(4-(1-cyclohexylpiperidin-4-yl)phenoxy)-1H-1,2,3-triazole-5-carboxylic acid 2,2,2-trifluoroacetate FC(C(=O)O)(F)F.C1(CCCCC1)N1CCC(CC1)C1=CC=C(OC=2N=NNC2C(=O)O)C=C1